ethoxy-pyrazine C(C)OC1=NC=CN=C1